FC1=C2C=CN(C2=CC(=C1OC=1C=CC(=C(C#N)C1)F)F)S(=O)(=O)C1=CC=C(C)C=C1 5-((4,6-difluoro-1-tosyl-1H-indol-5-yl)oxy)-2-fluorobenzonitrile